FC(C1=NN(C=C1N)COCC[Si](C)(C)C)F 3-(difluoromethyl)-1-((2-(trimethylsilyl)ethoxy)methyl)-1H-pyrazol-4-amine